9-(4-chloro-2-fluoro-phenyl)-2,3-dimethyl-7-[6-[1-(oxetan-3-ylmethyl)-6-oxo-3-pyridyl]-3,6-dihydro-2H-pyran-4-yl]pyrimido[1,2-b]pyridazin-4-one ClC1=CC(=C(C=C1)C=1C=2N(N=C(C1)C=1CCOC(C1)C1=CN(C(C=C1)=O)CC1COC1)C(C(=C(N2)C)C)=O)F